C=NC(CN)C methylenepropylenediamine